FC1=C(C=CC(=C1)F)C1(CC1)NCC(=O)N1[C@H]2CN([C@@H](C1)CC2)C2=NC=C(C#N)C=C2 6-((1R,4R)-5-((1-(2,4-difluorophenyl)cyclopropyl)glycyl)-2,5-diazabicyclo[2.2.2]octan-2-yl)nicotinonitrile